1-(4-(6-((1-acetyl-2,3-dihydro-1H-pyrido[2,3-b][1,4]oxazin-7-yl)amino)pyridin-3-yl)phenyl)pyrrolidin-2-one C(C)(=O)N1C2=C(OCC1)N=CC(=C2)NC2=CC=C(C=N2)C2=CC=C(C=C2)N2C(CCC2)=O